tert-Butyl 2-((((9H-fluoren-9-yl)methoxy) carbonyl)(methyl)amino)-4-(4-isopropoxyphenyl)butanoate C1=CC=CC=2C3=CC=CC=C3C(C12)COC(=O)N(C(C(=O)OC(C)(C)C)CCC1=CC=C(C=C1)OC(C)C)C